5-(1-isopropyl-1H-benzo[d][1,2,3]triazol-5-yl)-3-(3-methylpyridin-4-yl)-1,2,4-oxadiazole C(C)(C)N1N=NC2=C1C=CC(=C2)C2=NC(=NO2)C2=C(C=NC=C2)C